FC1=C(C=CC(=C1)OC1=C(C(=CC(=C1F)F)F)F)C1=NN(C2=NC=NC(=C21)N)C2CNCC2 3-[2-fluoro-4-(2,3,5,6-tetrafluorophenoxy)phenyl]-1-(pyrrolidin-3-yl)-1H-pyrazolo[3,4-d]pyrimidin-4-amine